ClC1=C(C=C(C=C1)[C@H](C(=O)N1CCN(CC1)C=1C2=C(N=CN1)[C@H](C[C@H]2C)O)CNC2CCOCC2)F (S)-2-(4-chloro-3-fluorophenyl)-1-(4-((5R,7S)-7-hydroxy-5-methyl-6,7-dihydro-5H-cyclopenta[d]pyrimidin-4-yl)piperazin-1-yl)-3-(tetrahydro-2H-pyran-4-ylamino)propan-1-one